2-(6-Chloro-4-(((S)-3-methylpiperidin-1-yl)methyl)pyridin-2-yl)-6-(1-(4-methyl-4H-1,2,4-triazol-3-yl)propan-2-yl)isoindolin-1-one ClC1=CC(=CC(=N1)N1C(C2=CC(=CC=C2C1)C(CC1=NN=CN1C)C)=O)CN1C[C@H](CCC1)C